OCC1OC(O1)C 2-hydroxymethyl-4-methyl-1,3-dioxetane